C(CCCCCCC)(=O)[O-].C1(=CC=CC=C1)[Cr+](C1=CC=CC=C1)C1=CC=CC=C1 triphenylChromium octanoate